((3-chloro-2-methylphenyl)amino)-5-methyl-N-(4-(piperazin-1-yl)phenyl)benzamide ClC=1C(=C(C=CC1)NC1=C(C(=O)NC2=CC=C(C=C2)N2CCNCC2)C=C(C=C1)C)C